2-((5-bromo-2-chloropyrimidin-4-yl)amino)-N-methylbenzamide BrC=1C(=NC(=NC1)Cl)NC1=C(C(=O)NC)C=CC=C1